(R)-6-(2'-Methoxy-4'-methyl-3,4,5,6-tetrahydro-2H-[1,3']bipyridinyl-4-yl)-7-methyl-4-(2-trifluoromethyl-benzyl)-2,4,6,7-tetrahydro-pyrazolo[4,3-d]pyrimidin-5-on COC1=NC=CC(=C1N1CCC(CC1)N1C(N(C=2C([C@H]1C)=NNC2)CC2=C(C=CC=C2)C(F)(F)F)=O)C